C(C)(C)(C)OC(=O)N[C@@H](C(=O)OC(C)(C)C)CC1=CC=C(C=C1)OCC(=O)N1CC(N(CC1)C1=CC(=CC=C1)C=1C(=C2C(=NC1)NC=C2CC)Cl)=O tert-butyl (R)-2-((tert-butoxycarbonyl)amino)-3-(4-(2-(4-(3-(4-chloro-3-ethyl-1H-pyrrolo[2,3-b]pyridin-5-yl)phenyl)-3-oxopiperazin-1-yl)-2-oxoethoxy)phenyl)propanoate